C1NCC12CC(C2)N2N=CC(=C2)C=2C1=C(C(=NC2)N)C(=NN1C)C1=CC(=C(C=C1)NS(=O)(=O)C(F)F)O[C@@H](C)C1=CC=C(C=C1)F (S)-N-(4-(7-(1-(2-azaspiro[3.3]heptan-6-yl)-1H-pyrazol-4-yl)-4-amino-1-methyl-1H-pyrazolo[4,3-c]pyridin-3-yl)-2-(1-(4-fluorophenyl)ethoxy)phenyl)-1,1-difluoromethane-sulfonamide